2-((1-(4,7-dimethyl-5-oxo-2-phenethyl-4,5-dihydro-2H-pyrazolo[3,4-c]isoquinolin-9-yl)ethyl)amino)benzoic acid CN1C(C=2C=C(C=C(C2C=2C1=NN(C2)CCC2=CC=CC=C2)C(C)NC2=C(C(=O)O)C=CC=C2)C)=O